para-hydroxynitrobenzene OC1=CC=C(C=C1)[N+](=O)[O-]